NC1=NC=2C=CC(=CC2C2=C1COC2)C(=O)N([C@H](C)C2=CC=C(C=C2)C(F)(F)F)CC 4-amino-N-ethyl-N-((1R)-1-(4-(trifluoromethyl)phenyl)ethyl)-1,3-dihydrofuro[3,4-c]quinoline-8-carboxamide